20-Ethynyl-2,5,8,11,14,17-hexaoxabicyclo[16.4.0]docosa-1(18),19,21-triene C(#C)C1=CC=2OCCOCCOCCOCCOCCOC2C=C1